NC1=C2CN(C(C2=C(C=C1)OC)=O)C1C(NC(CC1)=O)=O 3-(4-amino-7-methoxy-1-oxo-isoindolin-2-yl)piperidine-2,6-dione